C[C@H]1CN(C[C@H](N1)C)C=1C=NC(=CC1)[N+](=O)[O-] (3S,5R)-3,5-dimethyl-1-(6-nitropyridin-3-yl)piperazine